2-(4-(3-isopropyl-2-(1-methyl-1H-pyrazolo[3,4-b]pyridin-5-yl)-1H-indol-5-yl)piperidin-1-yl)-N,N-dimethylacetamide C(C)(C)C1=C(NC2=CC=C(C=C12)C1CCN(CC1)CC(=O)N(C)C)C=1C=C2C(=NC1)N(N=C2)C